N-((3R,4S)-4-((2-(2,6-difluoro-3,5-dimethoxyphenyl)-4-(2-oxa-6-azaspiro[3.3]heptan-6-yl)pyrido[3,4-d]pyrimidin-6-yl)amino)tetrahydrofuran-3-yl)acrylamide FC1=C(C(=C(C=C1OC)OC)F)C=1N=C(C2=C(N1)C=NC(=C2)N[C@H]2[C@H](COC2)NC(C=C)=O)N2CC1(COC1)C2